3-Oxo-7,9-dimethyl-8-oxa-2-azaspiro[4.5]decane-2-carboxylate O=C1N(CC2(C1)CC(OC(C2)C)C)C(=O)[O-]